CC1(C([N+](=C(N1[O])C2=CC=C(C=C2)C(=O)[O-])[O-])(C)C)C.[K+] The molecule is a potassium salt having 2-(4-carboxylatophenyl)-4,4,5,5-tetramethylimidazoline-1-oxyl-3-oxide as the counterion. It has a role as a radical scavenger and an apoptosis inhibitor. It is a potassium salt and an organic radical. It contains a carboxylato-PTIO.